N-(2-(2-Methoxyethoxy)-5-(trifluoromethyl)pyridin-3-yl)-1-(1-oxo-1,2-di-hydroisochinolin-5-yl)-5-(trifluoromethyl)-1H-pyrazol-4-carboxamid COCCOC1=NC=C(C=C1NC(=O)C=1C=NN(C1C(F)(F)F)C1=C2C=CNC(C2=CC=C1)=O)C(F)(F)F